(S)-4-methoxy-2-((1-(5-(4-(trifluoromethyl)phenyl)-1,2,4-oxadiazol-3-yl)ethyl)carbamoyl)pyridin-3-yl propionate C(CC)(=O)OC=1C(=NC=CC1OC)C(N[C@@H](C)C1=NOC(=N1)C1=CC=C(C=C1)C(F)(F)F)=O